C1(CC1)C1=C(C(=NO1)C1=C(C=CC=C1F)F)C1=CC2(C1)CCN(CC2)C=2C=C1C=CC=NC1=CC2 6-(2-(5-Cyclopropyl-3-(2,6-difluorophenyl)isoxazol-4-yl)-7-azaspiro[3.5]non-1-en-7-yl)chinolin